ClC1=CC=C(C(=C1C#N)N1CCC(CC1)C1=NN=CN1C)C=1C=NC=CC1OC 6-chloro-3-(4-methoxypyridin-3-yl)-2-[4-(4-methyl-4H-1,2,4-triazol-3-yl)piperidin-1-yl]benzonitrile